1-(6,7-dimethoxyquinazolin-4-yl)-N3-(3-fluoro-4-morpholinylphenyl)-1H-1,2,4-triazole-3,5-diamine COC=1C=C2C(=NC=NC2=CC1OC)N1N=C(N=C1N)NC1=CC(=C(C=C1)N1CCOCC1)F